4-((1-(4-(2-(2-Aminopyridin-3-yl)-5-(4-fluoro-2-methoxyphenyl)-3H-imidazo[4,5-b]pyridin-3-yl)benzyl)piperidin-4-yl)amino)pyrimidine-2-carbonitrile NC1=NC=CC=C1C1=NC=2C(=NC(=CC2)C2=C(C=C(C=C2)F)OC)N1C1=CC=C(CN2CCC(CC2)NC2=NC(=NC=C2)C#N)C=C1